[No].[Co].O1C=CC=2C(=NC=CC21)C2=CC=C(C(=O)NC1=CC(=CC=C1)S(=O)(=O)C)C=C2 4-(furo[3,2-c]pyridin-4-yl)-N-[3-(methylsulfonyl)phenyl]benzamide cobalt-nobelium